BrC1=C(C2=C(C=C1)C1(CC1)CO2)F 6-Bromo-7-fluoro-2H-spiro[benzofuran-3,1'-cyclopropane]